C(C)(C)(C=1OC(C(N1)C1=CC=CC=C1)C1=CC=CC=C1)C=1OC(C(N1)C1=CC=CC=C1)C1=CC=CC=C1 2,2'-isopropylidenebis(4,5-dihydro-4,5-diphenyl-oxazole)